COC(=O)[C@@H]1CCCC=2N1C(N(N2)CC2=NC=CC(=C2)C(F)(F)F)=O Methyl-(5S)-3-oxo-2-{[4-(trifluoromethyl)pyridin-2-yl]methyl}-2,3,5,6,7,8-hexahydro[1,2,4]triazolo[4,3-a]pyridine-5-carboxylate